C[N+](C1=CC=CC=C1)(C)C N,N,N-trimethylbenzenaminium